C1(CCCCCCC1)C(NC(=O)C=1C(=NOC1)C)C1=NC2=C(N1)C(=CC(=C2F)C2CCOCC2)OC N-{cyclooctyl-[4-fluoro-7-methoxy-5-(tetrahydropyran-4-yl)-1H-benzoimidazol-2-yl]-methyl}-3-methylisoxazole-4-carboxamide